4-isobutyl-2-(4-((3-methyl-4-oxo-3,4-dihydroquinazolin-2-yl)methyl)piperazin-1-yl)benzonitrile C(C(C)C)C1=CC(=C(C#N)C=C1)N1CCN(CC1)CC1=NC2=CC=CC=C2C(N1C)=O